COC(N[C@H](C(=O)NC=1C(N(C=CC1)CC=1SC2=C(N1)C=C(C=C2OCC2=C(C=C(C=C2)F)F)F)=O)CC\C=C\C(=O)N)=O (S,E)-Methyl-(7-amino-1-((1-((7-((2,4-difluorobenzyl)oxy)-5-fluorobenzo[d]thiazol-2-yl)methyl)-2-oxo-1,2-dihydropyridin-3-yl)amino)-1,7-dioxohept-5-en-2-yl)carbamat